[Cr].[V].[Al] aluminium vanadium-chromium